FC1=C2CN(CC2=CC=C1OC)CC1=CC=C(C=C1)OC 4-fluoro-5-methoxy-2-(4-methoxybenzyl)isoindoline